C1(=CC=CC=C1)C1=CC=C(C2=CC=CC=C12)C1=CC=C(C=C1)NC1=CC=C(C=C1)C1=CC=CC=C1 N-{4-(4-phenylnaphthalen-1-yl)phenyl}-[1,1'-biphenyl]-4-amine